[K+].[Si]([O-])([O-])([O-])[O-].[K+].[K+].[K+] silicic acid, potassium salt